FC=1C=C(C=CC1F)NC(=O)C=1C(=C(N2CCCCC12)C(C(=O)NCC(CO)(C)C)=O)C N-(3,4-difluorophenyl)-3-(2-((3-hydroxy-2,2-dimethylpropyl)amino)-2-oxoacetyl)-2-methyl-5,6,7,8-tetrahydroindolizine-1-carboxamide